COC(=O)C1=C(C=CC=C1)NC(=O)C1C(C2=CC=C(C=C2C1=O)C(=O)C=1C=C2C(C(C(C2=CC1)=O)C(=O)NC1=C(C(=O)OC)C=CC=C1)=O)=O methyl 2-[5-(2-{[2-(methoxycarbonyl)phenyl]carbamoyl}-1,3-dioxo-2,3-dihydro-1H-indene-5-carbonyl)-1,3-dioxo-2,3-dihydro-1H-indene-2-amido]benzoate